(3S,4S)-1-(6-(4-chlorophenyl)-2-(pyridin-3-yl)pyrimidin-4-yl)-3-fluoropiperidin-4-ol ClC1=CC=C(C=C1)C1=CC(=NC(=N1)C=1C=NC=CC1)N1C[C@@H]([C@H](CC1)O)F